C(C)(C)(C)OC(=O)NCC#CCCCC(=O)O 7-[(tert-butoxycarbonyl)amino]hept-5-ynoic acid